NC1=CC=CC(=N1)S(=O)(=O)NC(=O)C=1C(=NC(=CC1)C=1CCC2(OCCO2)CC1)OC1=C(C=C(C=C1C)C)C N-[(6-Amino-2-pyridyl)sulfonyl]-6-(1,4-dioxaspiro[4.5]dec-8-en-8-yl)-2-(2,4,6-trimethylphenoxy)pyridin-3-carboxamid